methyl (chloro(phenoxy)phosphorothioyl)-L-alaninate ClP(=S)(OC1=CC=CC=C1)N[C@@H](C)C(=O)OC